N1=C(C=CC=C1)NC=1OC=C(N1)C1=NC=CC=C1 N,4-di(pyridin-2-yl)oxazol-2-amine